(Z)-3-(2-(5-chloro-1H-indol-3-yl)-2-cyanovinyl)-4-methoxypyridine-1-oxide ClC=1C=C2C(=CNC2=CC1)/C(=C/C=1C=[N+](C=CC1OC)[O-])/C#N